C(C)(C)OC1=C(C(=C(C(=C1)C)O)C)C 4-isopropoxy-2,3,6-trimethylphenol